perfluoro(2-methyl-3-oxahexanoic acid) iron [Fe].FC(C(=O)O)(OC(C(C(F)(F)F)(F)F)(F)F)C(F)(F)F